CC1C=CCCC1 3-methyl-cyclohexene